3-methylglutaric acid 1-(1,3-bis(palmitoyloxy) propan-2-yl) 5-(1-chloroethyl) ester ClC(C)OC(CC(CC(=O)OC(COC(CCCCCCCCCCCCCCC)=O)COC(CCCCCCCCCCCCCCC)=O)C)=O